tri(n-pentyl)cyclohexane C(CCCC)C1C(CCCC1)(CCCCC)CCCCC